(4s,7s)-2-[7-[2,4-difluoro-6-(2-methoxyethoxy)phenyl]-4-hydroxy-thieno[3,2-c]pyridin-6-yl]-4,7-dimethyl-6,7-dihydro-4H-pyrazolo[1,5-a]pyrazine-5-carboxylic acid tert-butyl ester C(C)(C)(C)OC(=O)N1[C@H](C=2N([C@H](C1)C)N=C(C2)C2=C(C1=C(C(=N2)O)C=CS1)C1=C(C=C(C=C1OCCOC)F)F)C